C(=O)(C(=O)O)CC(=O)[O-].[Mg+2].C(=O)(C(=O)O)CC(=O)[O-] Magnesium Oxaloacetate